N-(2-(2-(2-(2-azidoethoxy)ethoxy)ethoxy)ethyl)-5-((6-(bis(4-chlorophenyl)methyl)-4-((1-((trifluoromethyl)sulfonyl)piperidin-4-yl)amino)quinolin-8-yl)oxy)pentanamide N(=[N+]=[N-])CCOCCOCCOCCNC(CCCCOC=1C=C(C=C2C(=CC=NC12)NC1CCN(CC1)S(=O)(=O)C(F)(F)F)C(C1=CC=C(C=C1)Cl)C1=CC=C(C=C1)Cl)=O